C(C=C)(=O)N1CC(CCC1)C=1N=C(N2C(=NC=CC21)N)C2=CC(=C(OC1=C(C#N)C=CC=N1)C=C2)F 2-(4-(1-(1-acryloylpiperidin-3-yl)-5-aminoimidazo[1,5-c]pyrimidin-3-yl)-2-fluorophenoxy)nicotinonitrile